ClC1=C(C[C@@H]2C[C@H](N(C2)C(=O)C=2NC3=CC=CC=C3C2)C(=O)N[C@H](C=O)C[C@H]2C(NCC2)=O)C=CC=C1 (2S,4R)-4-(2-Chlorobenzyl)-1-(1H-indole-2-carbonyl)-N-((S)-1-oxo-3-((S)-2-oxopyrrolidin-3-yl)propan-2-yl)pyrrolidine-2-carboxamide